CC=1C=C(C=CC1)N1CCC(CC1)C1=CCC(C=C1)=COCC[Si](C)(C)C 4-(1-m-methylphenyl-4-piperidinyl)-1-(2-trimethylsilylethoxymethylene)benzene